(S)-methyl 2-((1R,2S,5S)-3-(4-fluoro-1H-indole-2-carbonyl)-6,6-dimethyl-3-azabicyclo[3.1.0]hexane-2-carboxamido)-3-((S)-2-oxopyrrolidin-3-yl)propanoate FC1=C2C=C(NC2=CC=C1)C(=O)N1[C@@H]([C@H]2C([C@H]2C1)(C)C)C(=O)N[C@H](C(=O)OC)C[C@H]1C(NCC1)=O